(trans)-cyclohexane-1,3-dicarboxylic acid [C@H]1(C[C@H](CCC1)C(=O)O)C(=O)O